C(CCCCCCC(=O)O)(=O)O suberyl alcohol